C(C#C)OCCOCCN 2-[2-(2-propynyloxy)ethoxy]ethylamine